C(C)(C)C1CCC(CC1)(O)C=C trans-4-isopropyl-1-vinylcyclohexan-1-ol